C(#N)C=1C=C(C=CC1)C(C)OC1=C(NC(=C1)C(=O)NCC)C(=O)NC 3-(1-(3-cyanophenyl)ethoxy)-N5-ethyl-N2-methyl-1H-pyrrole-2,5-dicarboxamide